(R)-3-(1-((7-methoxy-6-(4-methoxypiperidin-1-yl)-2-methylquinazolin-4-yl)amino)ethyl)-2-methylbenzonitrile COC1=C(C=C2C(=NC(=NC2=C1)C)N[C@H](C)C=1C(=C(C#N)C=CC1)C)N1CCC(CC1)OC